4-MethoxyCinnamoyl-Glycerol COC1=CC=C(C=CC(=O)C(O)C(O)CO)C=C1